CC(C(C)O)C=CC1C(C(=CC1)C)(C)C 3-methyl-5-(2,2,3-trimethylcyclopent-3-en-1-yl)pent-4-en-2-ol